C(CC)(=O)OC1=C2C(=CNC2=CC=C1)CCN(C)C(C)C 3-(2-(isopropyl (methyl) amino) ethyl)-1H-indol-4-yl propionate